O1C(C=CC2=C1NC1=CC=CC=C21)=O pyrano[2,3-b]indol-2-one